BrC=1C=C(C=CC1)C1(C2=C(NC=3N=CC=CC13)CC(C(C2=O)F)(C)C)C 5-(3-bromophenyl)-7-fluoro-5,8,8-trimethyl-5,8,9,10-tetrahydrobenzo[b][1,8]naphthyridin-6(7H)-one